CC(C(=O)[O-])(CC(=O)[O-])N methyl(amino)succinate